O=C1NC(CCC1C1=CC=C(C=C1)N1CC(C1)CN1CCC(CC1)NC(OC(C)(C)C)=O)=O tert-butyl (1-((1-(4-(2,6-dioxopiperidin-3-yl)phenyl)azetidin-3-yl)methyl)piperidin-4-yl)carbamate